C(C)OC(C(F)(F)N1N=CC(=C1)Br)=O 2-(4-Bromo-1H-pyrazol-1-yl)-2,2-difluoroacetic acid ethyl ester